N-(1-methylcyclopropyl)-8-(4-(4-oxoazetidine-2-carbonyl)piperazin-1-yl)-3-(5-(trifluoromethyl)-1,3,4-thiadiazol-2-yl)imidazo[1,5-a]pyridine-6-sulfonamide CC1(CC1)NS(=O)(=O)C=1C=C(C=2N(C1)C(=NC2)C=2SC(=NN2)C(F)(F)F)N2CCN(CC2)C(=O)C2NC(C2)=O